CC=1C(=CN=NC1)C1=CC=C(C[N+]2=NOC(=C2)[N-]C(NC2=CC(=CC=C2)C(F)(F)F)=O)C=C1 (3-(4-(5-methylpyridazin-4-yl)benzyl)-1,2,3-oxadiazol-3-ium-5-yl)((3-(trifluoromethyl)phenyl)carbamoyl)amide